(2S,3S)-tert-Butyl 3-amino-2-(((benzyloxy)carbonyl)amino)butanoate N[C@H]([C@@H](C(=O)OC(C)(C)C)NC(=O)OCC1=CC=CC=C1)C